TRANS-2-(4-METHOXYPHENYL)VINYLBORONIC ACID COC1=CC=C(C=C1)/C=C/B(O)O